C(C)(=O)OI(C1=C(C=C(C=C1C)C)C)OC(C)=O Diacetoxy(mesityl)-λ3-iodane